C(\C=C\C(=O)O)(=O)O.N1=CN=C2N=CNC2=C1N adenine fumarate